ClC=1C(NN=CC1N1CC=2N=C(N=C(C2CC1)OC1=C(C=CC=C1)C(F)(F)F)OC)=O 4-chloro-5-[2-methoxy-4-[2-(trifluoromethyl)phenoxy]-5H,6H,7H,8H-pyrido[3,4-d]pyrimidin-7-yl]-2,3-dihydropyridazin-3-one